COC1=CC=C(C=C1)C=CC(=O)C1=CC2=C(NC1=O)SC=C2 5-(3-(4-methoxyphenyl)acryloyl)thieno[2,3-b]pyridin-6(7H)-one